(S)-4-(7-bromo-6-chloro-3-cyano-8-fluoro-2-((1-methylpyrrolidin-2-yl)methoxy)quinolin-4-yl)piperazine-1-carboxylic acid tert-butyl ester C(C)(C)(C)OC(=O)N1CCN(CC1)C1=C(C(=NC2=C(C(=C(C=C12)Cl)Br)F)OC[C@H]1N(CCC1)C)C#N